NC1=C(C(=NC=N1)OC1=CC(=C(C=C1)NC(=O)C=1C(N(C=CC1)C1=CC=C(C=C1)C)=O)F)Cl N-(4-((6-amino-5-chloropyrimidin-4-yl)oxy)-2-fluorophenyl)-2-oxo-1-(p-tolyl)-1,2-dihydropyridine-3-carboxamide